1-methyl-1H-pyrazol-4-amine CN1N=CC(=C1)N